C1(CCCCC1)OCC(O)CO 1-Cyclohexylglycerol